3-chloro-N-(2-hydroxy-2-methylpropyl)-4-(6-(1-methylcyclopropoxy)-9-((4-methylpyridin-2-yl)methyl)-9H-purin-8-yl)benzamide ClC=1C=C(C(=O)NCC(C)(C)O)C=CC1C=1N(C2=NC=NC(=C2N1)OC1(CC1)C)CC1=NC=CC(=C1)C